(3,4-dichloro-5-fluoro-1H-indol-2-yl)(4-((2R,4S)-4-fluoropyrrolidine-2-carbonyl)piperazin-1-yl)methanone ClC1=C(NC2=CC=C(C(=C12)Cl)F)C(=O)N1CCN(CC1)C(=O)[C@@H]1NC[C@H](C1)F